NCCCC[C@@H](C(=O)NC1C(C2CCC1CC2)C(=O)N)NCC(CCC2=CC=CC=C2)CC2=CC=CC=C2 3-[(2S)-6-amino-2-(2-benzyl-4-phenylbutylamino)hexanoylamino]bicyclo[2.2.2]octane-2-carboxamide